C(=O)(OCC1C2=CC=CC=C2C2=CC=CC=C12)N[C@H]1CC(=O)OC1=O N-Fmocaspartic acid anhydride